(6-Fluoro-4-vinyl-1H-indol-5-yl)(3-(1-(tetrahydro-2H-pyran-2-yl)-1H-pyrazol-5-yl)phenyl)methanol FC1=C(C(=C2C=CNC2=C1)C=C)C(O)C1=CC(=CC=C1)C1=CC=NN1C1OCCCC1